CC1(OC2=C(C1)C=C(C(=C2)N2CCN(CC2)CC=2NC(OC2C)=O)NC(=O)C=2C=NN1C2N=CC=C1)C N-(2,2-dimethyl-6-(4-((5-methyl-2-oxo-2,3-dihydrooxazol-4-yl)methyl)piperazin-1-yl)-2,3-dihydrobenzofuran-5-yl)pyrazolo[1,5-a]pyrimidine-3-carboxamide